benzothiadiazolyl-triphenylamine S1N=NC2=C1C=CC=C2C2=C(C=CC=C2)N(C2=CC=CC=C2)C2=CC=CC=C2